C(C)(=O)OC1=CC=C(C=C1)N1N=NC=C1 [4-(1H-1,2,3-triazol-1-yl) phenyl] acetate